C(CC(C)C)C1C(CC1)=O 2-isopentyl-cyclobutanone